(±)-5-bromo-1-ethyl-N-(tetrahydrofuran-3-yl)-1H-pyrazolo[4,3-b]pyridin-7-amine BrC1=CC(=C2C(=N1)C=NN2CC)N[C@H]2COCC2 |r|